ClC=1C=CC(=C(C(=O)O)C1)NC1=C(C=NC2=CC=C(C=C12)Cl)C1CCC(CC1)(F)F 5-chloro-2-[[6-chloro-3-(4,4-difluorocyclohexyl)-4-quinolyl]amino]benzoic acid